C(C1=CC=CC=C1)OC1=NC(=CC=C1N1C(N(C2=C1C=CC(=C2)N2CCC(CC2)C(OC)OC)C(C)C)=O)OCC2=CC=CC=C2 1-(2,6-dibenzyloxy-3-pyridyl)-5-[4-(dimethoxymethyl)-1-piperidyl]-3-isopropyl-benzimidazol-2-one